4-[[4-(4,5-dichloro-6-oxo-pyridazin-1-yl)cyclohexyl]amino]benzonitrile ClC=1C=NN(C(C1Cl)=O)C1CCC(CC1)NC1=CC=C(C#N)C=C1